ClC1=C2CCN([C@@H](C2=C(C=C1)O[C@@H]1CN(CC1)C(=O)C1=CN=CS1)CN1C(C2=CC=CC=C2C1=O)=O)C(=O)[C@H]1[C@H](CCCC1)C(=O)O (1S,2R)-2-((S)-5-chloro-1-((1,3-dioxoisoindolin-2-yl)methyl)-8-(((S)-1-(thiazole-5-carbonyl)pyrrolidin-3-yl)oxy)-1,2,3,4-tetrahydroisoquinoline-2-carbonyl)cyclohexane-1-carboxylic acid